N(=[N+]=[N-])[C@@]1(O[C@H]([C@@]2(CCS2)[C@@H]1O)N1C(NC(C=C1)=O)=O)CI 1-((4R,5R,7S,8R)-7-azido-8-hydroxy-7-(iodomethyl)-6-oxa-1-thiaspiro[3.4]oct-5-yl)pyrimidine-2,4(1H,3H)-dione